CC1=C(C=CC(=C1)S(N[C@H](C)C1CCNCC1)(=O)=O)NC(C(C)(C)C)=O (R)-N-(2-methyl-4-(N-(1-(piperidin-4-yl)ethyl)sulfamoyl)phenyl)pivalamide